[K+].[N+](=O)([O-])[O-] nitrate potassium salt